6-(4-((3-(1-hydroxyethyl)-5-(4-methyl-1-oxo-1,3-dihydroisobenzofuran-5-yl)piperazin-1-yl)methyl)-1H-pyrazol-1-yl)-4-methoxynicotinonitrile OC(C)C1CN(CC(N1)C=1C(=C2COC(C2=CC1)=O)C)CC=1C=NN(C1)C1=NC=C(C#N)C(=C1)OC